cis-2-(2-methyl-5-nitrophenyl)cyclobutane-1-carbonitrile CC1=C(C=C(C=C1)[N+](=O)[O-])[C@@H]1[C@@H](CC1)C#N